1-cyclopropyl-6-fluoro-7-piperazin-1-yl-quinoline-4(1H)-one C1(CC1)N1C=CC(C2=CC(=C(C=C12)N1CCNCC1)F)=O